3,5-dimethyl-4-[methoxybis(trimethylsiloxy)silyl]styrene dimethyl-4-amino-5-methoxy-benzene-1,2-dicarboxylate COC(=O)C=1C(=CC(=C(C1)OC)N)C(=O)OC.CC=1C=C(C=C)C=C(C1[Si](O[Si](C)(C)C)(O[Si](C)(C)C)OC)C